C(#N)[C@@]1([C@H](O)[C@H](O)[C@@H](CO)O1)N1C(=O)NC(=O)C=C1 1'-cyanouridine